C(C=1C(C(=O)OCCCCCC(C)C)=CC=CC1)(=O)OCCCCCC(C)C diisooctyl phthalate